7-methyl-1,4-dioxaspiro[2.4]heptan-5-one CC1CC(OC12CO2)=O